ethyl 2-methyl-2H-1,2,3-triazole-4-sulfonate CN1N=CC(=N1)S(=O)(=O)OCC